CCCCCCCCCCCCCC(=O)O[C@H](COC(=O)CCCCCCC/C=C\CCCCCC)COP(=O)(O)OC[C@H](CO)O 1-(9Z-hexadecenoyl)-2-tetradecanoyl-glycero-3-phospho-(1'-sn-glycerol)